mercaptoethyl-phenylamine SCCNC1=CC=CC=C1